3-bromobromopyridine BrC=1C(=NC=CC1)Br